FC=1C(=NC2=CC(=CC=C2C1)C)N 3-fluoro-7-methylquinolin-2-amine